4-((1R,5S)-3,8-diazabicyclo[3.2.1]octan-3-yl)-7-(8-chloro-7-fluoronaphthalen-1-yl)-8-fluoro-2-((tetrahydro-1H-pyrrolizin-7a(5H)-yl)methoxy)pyrido[4,3-d]pyrimidine [C@H]12CN(C[C@H](CC1)N2)C=2C1=C(N=C(N2)OCC23CCCN3CCC2)C(=C(N=C1)C1=CC=CC2=CC=C(C(=C12)Cl)F)F